BrC1(C(NC(NC1=O)=O)=O)Br 5,5-dibromopyrimidine-2,4,6(1h,3h,5h)-trione